Cl.NCC=1C(=NC=CN1)N(S(=O)(=O)C)C N-(3-aminomethylpyrazin-2-yl)-N-methylmethanesulfonamide hydrochloride